(S)-N-(6-bromo-3-methylpyridin-2-yl)-2-(N-methyl-4-nitrophenylsulfonamido)hex-5-enamide BrC1=CC=C(C(=N1)NC([C@H](CCC=C)N(S(=O)(=O)C1=CC=C(C=C1)[N+](=O)[O-])C)=O)C